β-alanyl-3-methylhistidine NCCC(=O)N[C@@H](CC1=CN=CN1C)C(=O)O